C(C)(=O)N1CCC2(CC(C(N2)=O)CC(CO)NC([C@H](CC2CCCCC2)NC(=O)C=2NC3=CC=CC=C3C2)=O)CC1 N-((2S)-1-((1-(8-acetyl-2-oxo-1,8-diazaspiro[4.5]decan-3-yl)-3-hydroxypropan-2-yl)amino)-3-cyclohexyl-1-oxopropan-2-yl)-1H-indole-2-carboxamide